BrC=1C=C2C(C(N(C2=CC1O)CC(=O)NCCCC(=O)O)=O)(C)C 4-(2-(5-bromo-6-hydroxy-3,3-dimethyl-2-oxoindol-1-yl)acetamido)butanoic acid